(1S,2R)-N-[7-chloro-6-[4-((3S,4S)-4-hydroxy-3-methyl-tetrahydrofuran-3-yl)piperazin-1-yl]-3-isoquinolinyl]-2-methyl-2-tetrahydrofuran-3-yl-cyclopropanecarboxamide ClC1=C(C=C2C=C(N=CC2=C1)NC(=O)[C@@H]1[C@](C1)(C1COCC1)C)N1CCN(CC1)[C@]1(COC[C@H]1O)C